C(C)(C)(C)OP(=O)(OC(C)(C)C)[O-].C(CCC)[N+](CCCC)(CCCC)CCCC N,N,N-tributylbutan-1-aminium di-tert-butyl-phosphate